Cl.N[C@]1(COC[C@H](C1)CCB(O)O)C(=O)O |r| rac-(3R,5S)-3-amino-5-(2-boronoethyl)tetrahydro-2H-pyran-3-carboxylic acid hydrochloride